OC(C)(C)C=1C=C(C(N(N1)C1=C(C=CC=C1)OCC(F)(F)F)=O)C(=O)NC1=CC=C(C=C1)C(=C)C 6-(2-hydroxypropan-2-yl)-3-oxo-N-[4-(prop-1-en-2-yl)phenyl]-2-[2-(2,2,2-trifluoroethoxy)phenyl]-2,3-dihydropyridazine-4-carboxamide